6-ethoxy-1,2,2,4-tetramethyl-1,2-dihydroquinoline C(C)OC=1C=C2C(=CC(N(C2=CC1)C)(C)C)C